(3R)-1-(2-((2,2'-dichloro-3'-(6-fluoro-5-(((2-hydroxyethyl)amino)methyl)picolinamido)-[1,1'-biphenyl]-3-yl)carbamoyl)-4,5,6,7-tetrahydropyrazolo[1,5-a]pyridin-4-yl)pyrrolidine ClC1=C(C=CC=C1NC(=O)C1=NN2C(C(CCC2)N2CCCC2)=C1)C1=C(C(=CC=C1)NC(C1=NC(=C(C=C1)CNCCO)F)=O)Cl